3-(4-cyanophenyl)-5-methyl-4-phenyl-N-((4-(trifluoromethyl)phenyl)sulfonyl)-4,5-dihydro-1H-pyrazole-1-carboxamide C(#N)C1=CC=C(C=C1)C1=NN(C(C1C1=CC=CC=C1)C)C(=O)NS(=O)(=O)C1=CC=C(C=C1)C(F)(F)F